(E)-4-(3-(4-methoxyphenyl)acryloyl)phenyl methacrylate C(C(=C)C)(=O)OC1=CC=C(C=C1)C(\C=C\C1=CC=C(C=C1)OC)=O